4-(3-(2-amino-5H-pyrrolo[3,2-d]pyrimidin-7-yl)phenyl)-2-(5-methylisoxazol-3-yl)but-3-yn-2-ol NC=1N=CC2=C(N1)C(=CN2)C=2C=C(C=CC2)C#CC(C)(O)C2=NOC(=C2)C